copper (4-amino-1,2,4-triazole) chlorate Cl(=O)(=O)[O-].NN1C=NN=C1.[Cu+2].Cl(=O)(=O)[O-]